6-(2-chloro-6-(6-methylpyridazin-4-yl)phenyl)-3-(isoquinolin-4-yl)thieno[3,2-d]pyrimidine-2,4(1H,3H)-dione ClC1=C(C(=CC=C1)C1=CN=NC(=C1)C)C1=CC=2NC(N(C(C2S1)=O)C1=CN=CC2=CC=CC=C12)=O